ClC(CF)(F)Cl 1,1-dichloro-1,2-difluoroethane